Ammonium hexyl L-phenylalaninate tosylate salt S(=O)(=O)([O-])C1=CC=C(C)C=C1.N[C@@H](CC1=CC=CC=C1)C(=O)OCCCCCC.[NH4+]